N-[7-benzyloxy-5-fluoro-6-(1,1,4-trioxo-1,2,5-thiadiazolidin-2-yl)-2-naphthyl]-2-[3-[1-(2,6-dioxo-3-piperidyl)-3-methyl-2-oxo-benzimidazol-5-yl]-8-azabicyclo[3.2.1]octan-8-yl]acetamide C(C1=CC=CC=C1)OC1=C(C(=C2C=CC(=CC2=C1)NC(CN1C2CC(CC1CC2)C2=CC1=C(N(C(N1C)=O)C1C(NC(CC1)=O)=O)C=C2)=O)F)N2S(NC(C2)=O)(=O)=O